FC1(OC2=C(O1)C=CC(=C2)[C@H](C)OC=2C=C(C=NC2F)N2N=C(C=1CCCC(C21)O)C(F)(F)F)F 1-(5-((S)-1-(2,2-difluorobenzo[d][1,3]dioxol-5-yl)ethoxy)-6-fluoropyridin-3-yl)-3-(trifluoromethyl)-4,5,6,7-tetrahydro-1H-indazol-7-ol